2-bromo-7-methyl-5H-[1,3,4]thiadiazolo[2,3-b]quinazolin-5-one BrC1=NN2C(=NC3=CC=C(C=C3C2=O)C)S1